dibenzo[b,h]fluorene C1=CC=CC=2C=C3C=4C=C5C(=CC4CC3=CC21)C=CC=C5